C(C1=CC=CC=C1)OC(CCCCC1OCCO1)(C(F)(F)F)C1=NN=C(O1)C1=NC(=C(C=C1NC(OC(C)(C)C)=O)C(F)(F)F)Br tert-Butyl N-[2-[5-[1-benzyloxy-5-(1,3-dioxolan-2-yl)-1-(trifluoromethyl)pentyl]-1,3,4-oxadiazol-2-yl]-6-bromo-5-(trifluoromethyl)-3-pyridyl]carbamate